COC1=C(C=CC=C1)SC=1C=2N(C(=NC1)N1CCC3(CCC[C@H]3N)CC1)C=CN2 (R)-8-(8-((2-methoxyphenyl)thio)imidazo[1,2-c]pyrimidin-5-yl)-8-azaspiro[4.5]decan-1-amine